[B]=O.[Ni] nickel-boron oxide